trimesaldehyde C(C1=CC(C=O)=CC(C=O)=C1)=O